[N+](=O)([O-])C=1C=CC=CC1 5-nitrobenzol